4-((E)-3-((4-(((E)-3-(3,4-diacetoxyphenyl)acryloyl)oxy)benzyl)oxy)-3-oxoprop-1-en-1-yl)-1,2-phenylenediacetate C(C)(=O)OC=1C=C(C=CC1OC(C)=O)/C=C/C(=O)OC1=CC=C(COC(/C=C/C2=CC(=C(C=C2)CC(=O)[O-])CC(=O)[O-])=O)C=C1